7-fluoro-N-(4-(hydroxymethyl)tetrahydro-2H-pyran-4-yl)-5-((2-methoxypyridin-3-yl)methoxy)-2-methylbenzofuran-3-carboxamide FC1=CC(=CC=2C(=C(OC21)C)C(=O)NC2(CCOCC2)CO)OCC=2C(=NC=CC2)OC